NC1=NC=CC(=C1Cl)SC=1C=CC=2C(=NC=C(N2)N2CCC3(CC2)C2CCCC[C@H]2C3)N1 (S)-1'-(6-((2-Amino-3-chloropyridin-4-yl)thio)pyrido[2,3-b]pyrazin-2-yl)spiro[bicyclo[4.2.0]octan-7,4'-piperidin]